4-(pyridin-2-yl)-1lambda6-thiomorpholin N1=C(C=CC=C1)N1CC[SH4]CC1